5-(((tert-butyldi-phenylsilyl)oxy)methyl)-2-((3-chloro-4-fluorophenyl)((5-fluoro-6-methylpyridin-2-yl)amino)methyl)-1-((2-(tri-methylsilyl)ethoxy)methyl)-1H-imidazole-4-sulfonamide C(C)(C)(C)[Si](OCC1=C(N=C(N1COCC[Si](C)(C)C)C(NC1=NC(=C(C=C1)F)C)C1=CC(=C(C=C1)F)Cl)S(=O)(=O)N)(C1=CC=CC=C1)C1=CC=CC=C1